FC(CC)(F)[C@@H]1C[C@@H](C=2N1N=C(N2)C(=O)OCC)F ethyl cis-5-(1,1-difluoropropyl)-7-fluoro-6,7-dihydro-5H-pyrrolo[1,2-b][1,2,4]triazole-2-carboxylate